2-((4-(trifluoromethyl)pyridin-2-yl)oxy)-8-azaspiro[4.5]decane hydrochloride Cl.FC(C1=CC(=NC=C1)OC1CC2(CC1)CCNCC2)(F)F